OC1=C(C=CC(=C1)C(=O)O)C1=CC=C(C=C1)C1=C(C=C(C=C1)C(=O)O)O 2,2''-dihydroxy-p-terphenyl-4,4''-dicarboxylic acid